(3,5-di-tertiary butyl-4-hydroxyphenyl)propionic acid n-octadecyl ester C(CCCCCCCCCCCCCCCCC)OC(C(C)C1=CC(=C(C(=C1)C(C)(C)C)O)C(C)(C)C)=O